OC(CCC(=O)O)CCCCCCCCCCC.C(C)(=O)O.C(CCCCCCCCCCCC)OO tridecyl-hydroxyether acetate (2-hydroxytridecyl-acetate)